N-(5-cyclopropyl-1H-pyrazol-3-yl)-2-(1-(2-methylthiazol-4-yl)-1H-pyrazol-4-yl)acetamide C1(CC1)C1=CC(=NN1)NC(CC=1C=NN(C1)C=1N=C(SC1)C)=O